tert-butyl N-[(3R)-5-[(4-chlorophenyl)methyl]-8-fluoro-7-(5-methylsulfanyl-1,3,4-oxadiazol-2-yl)-4-oxo-2,3-dihydro-1,5-benzothiazepin-3-yl]carbamate ClC1=CC=C(C=C1)CN1C([C@H](CSC2=C1C=C(C(=C2)F)C=2OC(=NN2)SC)NC(OC(C)(C)C)=O)=O